C1(CC1)N1CCC(CC1)C1=NC2=C(C=C(C=C2C(N1)=O)C1=CC(=C(C=C1)OC)F)F 2-(1-Cyclopropylpiperidin-4-yl)-8-fluoro-6-(3-fluoro-4-methoxyphenyl)quinazolin-4(3H)-one